CNC=1N=C(C(=NC1C=1C2=C(C=NC1)N(C=N2)C)C(=O)N)NC=2C=CC1=C(CS(N1C)(=O)=O)C2 5-(methylamino)-3-[(1-methyl-2,2-dioxo-3H-2,1-benzothiazol-5-yl)amino]-6-(3-methylimidazo[4,5-c]pyridin-7-yl)pyrazine-2-carboxamide